(R)-1-(((2-chloro-8-methylquinolin-3-yl)methyl)amino)butan-2-ol ClC1=NC2=C(C=CC=C2C=C1CNC[C@@H](CC)O)C